O[C@@H]1C[C@H](CC1)C1(C=C(NN1[C@@H](C)C1=CC=CC=C1)C(=O)NC)C(=O)N 5-((1S,3S)-3-hydroxycyclopentyl)-N3-methyl-1-((S)-1-phenylethyl)-1H-pyrazole-3,5-dicarboxamide